OC1=CC=C(C=C1)C1COC2=C(C(=CC=C2C1C1=CC(=C(C(=C1)C)OC)C)O)C 3-(4-hydroxyphenyl)-4-(4-methoxy-3,5-dimethylphenyl)-8-methylchroman-7-ol